Cl.Cl.N1=CC=C(C=C1)C1(CCCCC1)C(=O)N (4-pyridyl)cyclohexanecarboxamide dihydrochloride